[Ni].[Sb] antimony-nickel